N-Ethyl-N-hydroxy-5-((5-(4-(trifluoromethyl)phenyl)oxazol-2-yl)amino)picolinamide C(C)N(C(C1=NC=C(C=C1)NC=1OC(=CN1)C1=CC=C(C=C1)C(F)(F)F)=O)O